4-chloro-2-methyl-N-(5-nitrothiazol-2-yl)benzamide ClC1=CC(=C(C(=O)NC=2SC(=CN2)[N+](=O)[O-])C=C1)C